C(C)(C)N(C(CCCCCCC(=O)NC=1SC=C(N1)C1=CC=CC=C1)=O)C N1-isopropyl-N1-methyl-N8-(4-phenylthiazol-2-yl)octanediamide